5-((5-(4-cyanophenyl)pyridin-3-yl)oxy)-2-(2-(2-hydroxy-2-methylpropanoyl)-2,7-diazaspiro[3.5]nonan-7-yl)benzonitrile C(#N)C1=CC=C(C=C1)C=1C=C(C=NC1)OC=1C=CC(=C(C#N)C1)N1CCC2(CN(C2)C(C(C)(C)O)=O)CC1